N-Cyclopropyl-4-bromobenzenesulfonamide C1(CC1)NS(=O)(=O)C1=CC=C(C=C1)Br